BrC=1C=C(C(C(=O)O)=CC1)C(=O)O 4-bromophthalic Acid